(R)-Methyl 2-(((2S,4a'R,7'R,8'S,8a'R)-2',2'-dimethyl-8'-(4-(3,4,5-trifluorophenyl)-1H-1,2,3-triazol-1-yl)octahydro-4'H-spiro[pyran-2,6'-pyrano[3,2-d][1,3]dioxin]-7'-yl)oxy)propanoate CC1(OC[C@@H]2[C@H](O1)[C@@H]([C@H]([C@]1(O2)OCCCC1)O[C@@H](C(=O)OC)C)N1N=NC(=C1)C1=CC(=C(C(=C1)F)F)F)C